Ethyl 2-(2-aminothiazol-4-yl)-2,2-difluoroacetate hydrochloride Cl.NC=1SC=C(N1)C(C(=O)OCC)(F)F